O=C1NC(CCC1NC=1C=C(C=CC1)NCCCCCCCCC(=O)NC1=C2C(N(C(C2=CC=C1)=O)[C@H](CS(=O)(=O)C)C1=CC(=C(C=C1)OC)OCC)=O)=O 9-({3-[(2,6-dioxopiperidin-3-yl)amino]phenyl}amino)-N-{2-[(1S)-1-(3-ethoxy-4-methoxyphenyl)-2-methanesulfonylethyl]-1,3-dioxo-2,3-dihydro-1H-isoindol-4-yl}nonanamide